5-bromo-1-(3-methylbut-2-en-1-yl)pyridin-2(1H)-one BrC=1C=CC(N(C1)CC=C(C)C)=O